C(C1=CC=CC=C1)OC=1C=C2C(=C(N(C2=CC1)C1=CC(=C(C=C1)F)C)C(C)C)C(C(=O)N)(C)C 2-[5-benzyloxy-1-(4-fluoro-3-methyl-phenyl)-2-isopropyl-indol-3-yl]-2-methyl-propanamide